C(C)N(C1=CC(=CC=C1)NC(=O)C)CC N,N-diethyl-m-acetaminoaniline